C(C)(C)(C)C1=CC(=CC=2C=C(OC21)CNC(OC(C)(C)C)=O)C2=CC=C(C=C2)C(=O)N2CCOCC2 tert-Butyl (7-tert-butyl-5-(4-(morpholine-4-carbonyl)phenyl)benzofuran-2-yl)methylcarbamate